2-(((1S,2S)-1-amino-2-(cyclopropylmethyl)cyclopentyl)methoxy)-6-methoxy-4-(5-methoxyimidazo[1,2-a]pyridin-3-yl)benzonitrile N[C@@]1([C@@H](CCC1)CC1CC1)COC1=C(C#N)C(=CC(=C1)C1=CN=C2N1C(=CC=C2)OC)OC